2-(5-fluoro-6-((2-iodo-4-methylthiazol-5-yl)oxy)pyridin-3-yl)-5-phenyl-2,5,6,7-tetrahydro-3H-pyrrolo[2,1-c][1,2,4]triazol-3-one FC=1C=C(C=NC1OC1=C(N=C(S1)I)C)N1N=C2N(C1=O)C(CC2)C2=CC=CC=C2